C(C1=CC=CC=C1)N1CCC(CC1)=C(C(=O)OCC)C ethyl 2-(1-benzylpiperidin-4-ylidene)propanoate